NC(C([C@H](C[C@@H]1C(NCC1)=O)NC([C@H](CC(C)C)NC(=O)C1(C2=CC=CC=C2C=2C=CC=CC12)O)=O)=O)=O N-((S)-1-(((S)-4-amino-3,4-dioxo-1-((R)-2-oxopyrrolidin-3-yl)butan-2-yl)amino)-4-methyl-1-oxopentan-2-yl)-9-hydroxy-9H-fluorene-9-carboxamide